bis(2-trifluoromethyl-4-aminophenyl)-terephthalamide FC(C1=C(C=CC(=C1)N)C=1C(=C(C(=O)N)C=CC1C(=O)N)C1=C(C=C(C=C1)N)C(F)(F)F)(F)F